2-bromo-1-methoxy-4-(methoxymethyl)benzene BrC1=C(C=CC(=C1)COC)OC